FC(C(=O)O)(F)F.C(C1=CC=CC=C1)C1(CCN(CC1)C(=O)C=1C=C(C=NC1)C1=CC(=NC=C1)C=1NC(=C(N1)C)C)O 4-Benzyl-1-{[2'-(4,5-dimethyl-1H-imidazol-2-yl)-3,4'-bipyridin-5-yl]carbonyl}piperidin-4-ol trifluoroacetate salt